O1CCC12CN(C2)C=2C=C1C(=CC=NC1=CC2)C(=O)O 6-(1-oxa-6-azaspiro[3.3]heptan-6-yl)quinoline-4-carboxylic acid